2,6-dichloro-4-(3,3-difluoropyrrolidin-1-yl)sulfonyl-pyridine ClC1=NC(=CC(=C1)S(=O)(=O)N1CC(CC1)(F)F)Cl